bromo-N2,N4-bis[(2,4-dimethoxyphenyl)methyl]quinazoline-2,4-diamine BrC1=C2C(=NC(=NC2=CC=C1)NCC1=C(C=C(C=C1)OC)OC)NCC1=C(C=C(C=C1)OC)OC